6-((S)-2-amino-3-fluoropropyl)-2-(1-(cyclopropylmethyl)-7-((R)-1-fluoro-2-(1H-imidazol-1-yl)ethoxy)-1H-indol-2-yl)-1-methyl-1,6,7,8-tetrahydro-5H-imidazo[4,5-g]isoquinolin-5-one N[C@@H](CN1C(C=2C=C3C(=CC2CC1)N(C(=N3)C=3N(C1=C(C=CC=C1C3)O[C@@H](CN3C=NC=C3)F)CC3CC3)C)=O)CF